tert-butyl 2-(4-(1-isopropyl-4-(trifluoromethyl)-1H-imidazol-2-yl)phenyl)-pyrrolidine-1-carboxylate C(C)(C)N1C(=NC(=C1)C(F)(F)F)C1=CC=C(C=C1)C1N(CCC1)C(=O)OC(C)(C)C